tert-butyl rac-(3S)-6-(5-methoxy-6-methyl-3-pyridyl)-3-methyl-3,4-dihydro-2H-pyridine-1-carboxylate COC=1C=C(C=NC1C)C1=CC[C@@H](CN1C(=O)OC(C)(C)C)C |r|